(R)-3-((R,Z)-3-(3-chloro-5-fluorophenylamino)-2-oxo-2,3,4,7-tetrahydro-1H-azepin-1-yl)piperidine-1-carboxylic acid tert-butyl ester C(C)(C)(C)OC(=O)N1C[C@@H](CCC1)N1C([C@@H](C\C=C/C1)NC1=CC(=CC(=C1)F)Cl)=O